ClC=1C(=NC(=NC1)NC=1C=C2C(=NNC2=CC1)C1=CC(=CC=C1)O)NC1=C(C=CC=C1)P(C)C (2-((5-chloro-2-((3-(3-hydroxyphenyl)-1H-indazol-5-yl)amino)pyrimidin-4-yl)amino)phenyl)dimethylphosphine